C(#N)C1=CC=C(C(=O)[O-])C=C1 4-cyanobenzoate